N-(2-(3-hydroxy-2-methyl-4-oxo-pyridyl)ethyl)-4-(4-trifluoromethyl-benzyloxy)phthalimide OC1C(=NC=C(C1=O)CCN1C(C=2C(C1=O)=CC(=CC2)OCC2=CC=C(C=C2)C(F)(F)F)=O)C